CC1(CN(C1)CC(=O)NC=1C=C(C(=NC1)C)C=1N2C(SC1C1=CNC3=CC=CC=C13)=C(C=N2)C(=O)N)C (5-(2-(3,3-dimethylazetidin-1-yl)acetamido)-2-methylpyridin-3-yl)-2-(1H-indol-3-yl)pyrazolo[5,1-b]thiazole-7-carboxamide